N-(4-fluorophenyl)-3-((5-oxo-5H-[1,3,4]thiadiazolo[2,3-b]quinazolin-2-yl)amino)benzamide FC1=CC=C(C=C1)NC(C1=CC(=CC=C1)NC1=NN2C(=NC3=CC=CC=C3C2=O)S1)=O